3-(2,6-difluorophenyl)-1,2-oxazole-5-carboxylic acid FC1=C(C(=CC=C1)F)C1=NOC(=C1)C(=O)O